methyl (S)-2-(6-cyanobenzo[d]oxazol-2-yl)-6-methoxy-5-((5-methoxypyridin-2-yl)methoxy)-1,2,3,4-tetrahydroisoquinoline-3-carboxylate C(#N)C1=CC2=C(N=C(O2)N2CC3=CC=C(C(=C3C[C@H]2C(=O)OC)OCC2=NC=C(C=C2)OC)OC)C=C1